C1(=CC=CC=C1)C1(CC1)C(=O)O 1-Phenylcyclopropanecarboxylic acid